1-(1-ethyl-1H-1,2,3-benzotriazol-6-yl)ethan-1-one C(C)N1N=NC2=C1C=C(C=C2)C(C)=O